tert-butyl-(5-(2-((4-(3-(pyridin-4-yl)phenyl)thiazol-2-yl)carbamoyl)azetidine-1-carbonyl)pyridin-2-yl)carbamate C(C)(C)(C)OC(NC1=NC=C(C=C1)C(=O)N1C(CC1)C(NC=1SC=C(N1)C1=CC(=CC=C1)C1=CC=NC=C1)=O)=O